BrC1=CC=2N(C=C1)C=NC2C=O 7-BROMO-IMIDAZO[1,5-A]PYRIDIN-1-CARBALDEHYDE